ON=C(C1=CC=CC=C1)Cl N-hydroxybenzene-1-carbonimidoyl chloride